4-bromo-5-methoxy-7-methylindoline-2,3-dione BrC1=C2C(C(NC2=C(C=C1OC)C)=O)=O